N[C@@H]1[C@H](CC(C2=CC(=CC=C12)F)(C)C)O (1s,2s)-1-amino-6-fluoro-4,4-dimethyl-1,2,3,4-tetrahydronaphthalen-2-ol